NCC1CCC(CC1)C(N[C@@H](C(NCCCC[C@H](NC(N[C@@H](CCC(=O)O)C(=O)O)=O)C(=O)O)=O)CC=1C=C2C=CN=CC2=CC1)=O (3R,10S,14S)-1-[(1r,4S)-4-(aminomethyl)cyclohexyl]-3-[(isoquinolin-6-yl)methyl]-1,4,12-trioxo-2,5,11,13-tetraazahexadecane-10,14,16-tricarboxylic acid